benzyl (4-(7-(1-(1-(4-methoxybenzyl)-2,6-dioxopiperidin-3-yl)-3-methyl-2-oxo-2,3-dihydro-1H-benzo[d]imidazol-4-yl)-2,7-diazaspiro[3.5]nonan-2-yl)piperidin-1-yl)carbamate COC1=CC=C(CN2C(C(CCC2=O)N2C(N(C3=C2C=CC=C3N3CCC2(CN(C2)C2CCN(CC2)NC(OCC2=CC=CC=C2)=O)CC3)C)=O)=O)C=C1